[Mn].C(CCCCCCCCCCC)(=O)O dodecanoic acid Manganese